3,5-diethylbenzyl bromide C(C)C=1C=C(CBr)C=C(C1)CC